NC1=C(C(=O)N)C=C(N=C1Cl)C 3-amino-2-chloro-6-methylisonicotinamide